O=S1(CCC(CC1)CN1C=C(C(C(=C1)C1=CC=C(C=C1)C)=O)C(=O)O)=O 1-((1,1-dioxotetrahydro-2H-thiopyran-4-yl)methyl)-4-oxo-5-(p-tolyl)-1,4-dihydropyridine-3-carboxylic acid